6-(4-fluorophenyl)-5-((1-(1-methyl-1H-pyrazol-3-yl)azetidin-3-yl)oxy)isoindolin-1-one FC1=CC=C(C=C1)C1=C(C=C2CNC(C2=C1)=O)OC1CN(C1)C1=NN(C=C1)C